O[C@H]1CN(CC[C@@H]1CNC1=NC=2N(C(=C1)NCC=1N=C3SC=C(N3C1)C)N=CC2C(C)C)C(=O)OC(C)(C)C tert-butyl (3R,4R)-3-hydroxy-4-(((3-isopropyl-7-(((3-methylimidazo[2,1-b]thiazol-6-yl)methyl)amino)pyrazolo[1,5-a]pyrimidin-5-yl)amino)methyl)piperidine-1-carboxylate